2-amino-6-borono-2-((butylamino)methyl)hexanoic acid NC(C(=O)O)(CCCCB(O)O)CNCCCC